3-(4-Bromopyrimidin-5-Yl)Urea BrC1=NC=NC=C1NC(N)=O